COC(CN)OC 2,2-Dimethoxyethylamine